N-(2,6-dioxo-3-piperidinyl)tetrahydro-2H-pyran-4-carboxamide O=C1NC(CCC1NC(=O)C1CCOCC1)=O